FC1=C(C=C(C=C1)C=1C=C2C(=NC1)N(C(N2)=O)C)C 6-(4-fluoro-3-methyl-phenyl)-3-methyl-2-oxo-imidazo[4,5-b]Pyridine